BrC1=CC2=C(N(C3=C(N(C2=O)COCC[Si](C)(C)C)C=C(C=C3)OC(F)(F)F)CC)C=C1 2-bromo-5-ethyl-8-(trifluoromethoxy)-10-((2-(trimethylsilyl)ethoxy)methyl)-5,10-dihydro-11H-dibenzo[b,e][1,4]diazepin-11-one